3-(5-((2-chlorobenzyl)-amino)-2-methyl-4-oxoquinazolin-3(4H)-yl)piperidine-2,6-dione ClC1=C(CNC2=C3C(N(C(=NC3=CC=C2)C)C2C(NC(CC2)=O)=O)=O)C=CC=C1